1,3-bis(3-methyl-4-hydroxyphenyl)-5,7-diisopropyl-adamantane CC=1C=C(C=CC1O)C12CC3(CC(CC(C1)(C3)C(C)C)(C2)C(C)C)C2=CC(=C(C=C2)O)C